C[C@@H](C(=O)[O-])CO (R)-2-methyl-3-hydroxypropionate